2-chloro-N-[3-[[(3,4-dihydro-3-oxo-2H-1,4-benzoxazin-7-yl)amino]methyl]phenyl]benzamide ClC1=C(C(=O)NC2=CC(=CC=C2)CNC2=CC3=C(NC(CO3)=O)C=C2)C=CC=C1